(R)-3-((1r,4R)-4-(3-bromo-2-(trifluoromethyl)phenoxy)cyclohexyl)-2-methylpropanal BrC=1C(=C(OC2CCC(CC2)C[C@H](C=O)C)C=CC1)C(F)(F)F